ClC=1C(=NC(=NC1)NC1CCOCC1)C=1C=C2C(N(C(C2=CC1)CCO)CC(=O)NC(C)(C)C1=CC=CC=C1)=O 2-(5-{5-chloro-2-[(oxan-4-yl)amino]pyrimidin-4-yl}-1-(2-hydroxyethyl)-3-oxo-2,3-dihydro-1H-isoindol-2-yl)-N-(2-phenylpropan-2-yl)acetamide